C(C)(C)(C)C=1C=C(C=CC1O)C(CC(C1=CC(=C(C=C1)O)C(C)(C)C)C1=CC(=C(C=C1)O)C(C)(C)C)C1=CC(=C(C=C1)O)C(C)(C)C 1,1,3,3-tetrakis(3-t-butyl-4-hydroxyphenyl)propane